2-chloro-4-[[4-[[(1S)-2-hydroxy-1-phenyl-ethyl]amino]-5-[3-(trifluoromethyl)-1H-1,2,4-triazol-5-yl]pyrimidin-2-yl]amino]benzamide ClC1=C(C(=O)N)C=CC(=C1)NC1=NC=C(C(=N1)N[C@H](CO)C1=CC=CC=C1)C1=NC(=NN1)C(F)(F)F